C(C1CO1)OCCC[Si](O)(O)O (3-glycidyloxypropyl)silanetriol